4-(5-(azetidin-1-ylmethyl)pyridin-2-yl)-1H-1,2,3-triazol N1(CCC1)CC=1C=CC(=NC1)C=1N=NNC1